5-(1-chloroethyl)-1-[4-(trifluoromethoxy)phenyl]-1,2,4-triazole ClC(C)C1=NC=NN1C1=CC=C(C=C1)OC(F)(F)F